1-(2-amino-5-trifluoromethylpyridin-4-yl)piperidine NC1=NC=C(C(=C1)N1CCCCC1)C(F)(F)F